1-(N-(3-chloro-4-((cyclopropylmethyl)amino)phenyl)-propiolamido)cyclohexane-1-carboxamide ClC=1C=C(C=CC1NCC1CC1)N(C(C#C)=O)C1(CCCCC1)C(=O)N